Cl.O1CC[C@@H](C2=CC=CC=C12)NC(=O)C1=CC2=C(N=C(S2)N2CCNCC2)C=C1 (S)-N-(chroman-4-yl)-2-(piperazin-1-yl)benzo[d]thiazole-6-carboxamide hydrochloride